3-(3-Fluorophenyl)-1-(2-hydroxy-4-phenylmethoxyphenyl)prop-2-en-1-one FC=1C=C(C=CC1)C=CC(=O)C1=C(C=C(C=C1)OCC1=CC=CC=C1)O